FC1=C(C(=CC(=C1)O)F)C=1N=C2N(C=CC(=C2)C)C1C[C@H]1CN(CCO1)C(=O)OC(C)(C)C tert-butyl (S)-2-((2-(2,6-difluoro-4-hydroxyphenyl)-7-methylimidazo[1,2-a]pyridin-3-yl)methyl)morpholine-4-carboxylate